CCC(CCCCC)N octan-3-amine